5-(1-(2-(3-hydroxyazetidin-1-yl)-2-oxoethyl)-3,5-dimethyl-1H-pyrazol-4-yl)-1H-pyrrole-2-carboxylic acid OC1CN(C1)C(CN1N=C(C(=C1C)C1=CC=C(N1)C(=O)O)C)=O